methyl ((1S,2S)-2-((phosphonooxy)methyl)cyclohexyl) carbonate C(OC)(O[C@@H]1[C@@H](CCCC1)COP(=O)(O)O)=O